5,7-Difluoro-2-methyl-3,4-dihydro-2H-1-benzopyran FC1=CC(=CC2=C1CCC(O2)C)F